OCC=1N=C(C=2N(C1C(C)(C)C)C1=C(N2)C=CC=C1)NC([O-])=O (3-(hydroxymethyl) tert-butyl benzo[4,5]imidazo[1,2-a]pyrazin-1-yl)carbamate